COC1=C(C=CC(=C1)C1=CN=NN1C)NC=1N=CC2=C(N1)C(=NC(=C2)C)N2CC1(CCOC1)CC2 N-(2-methoxy-4-(1-methyl-1H-1,2,3-triazol-5-yl)phenyl)-6-methyl-8-(2-oxa-7-azaspiro[4.4]nonan-7-yl)pyrido[3,4-d]pyrimidin-2-amine